CC=1C2=C(N=CN1)N(C=C2)[C@@H]2O[C@@H]([C@H]1OC(O[C@H]12)(C)C)[C@@H]1OCCC2=C(C(=CC=C12)Cl)F 4-methyl-7-[(3aR,4R,6R,6aR)-2,2-dimethyl-6-[(1R)-6-chloro-5-fluoro-isochroman-1-yl]-3a,4,6,6a-tetrahydrofuro[3,4-d][1,3]dioxol-4-yl]pyrrolo[2,3-d]pyrimidine